1,2,3,4,5-pentahydroxypentane OCC(C(C(CO)O)O)O